NC1=C2C(=NC=N1)N(N=C2I)C2CC(CC2)=O 3-(4-amino-3-iodo-pyrazolo[3,4-d]pyrimidin-1-yl)cyclopentanone